C(C)(C)(C)OC(=O)NN(C1=NC2=CC(=CC=C2C=C1)/C=C/C1(CCN(CC1)C(C(C)C)=O)C(=O)O)C 4-[(E)-2-[2-[(tert-butoxycarbonylamino)-methyl-amino]-7-quinolinyl]vinyl]-1-(2-methylpropanoyl)piperidine-4-carboxylic acid